C(C)(C)(C)OC(=O)N1C=CC2=C(C(=CC(=C12)C)OC(F)F)O[C@H]1[C@@H](CNCC1)C1=CC=C(C=C1)C(=O)OC 5-(Difluoromethoxy)-4-(((3R,4R)-3-(4-(methoxycarbonyl)phenyl)piperidin-4-yl)oxy)-7-methyl-1H-indole-1-carboxylic acid tert-butyl ester